4-[2-(1-isopropylpyrazol-4-yl)-6-methyl-7-oxo-1H-pyrrolo[2,3-c]pyridin-4-yl]-1-methyl-5-phenylpyridin-2-one C(C)(C)N1N=CC(=C1)C1=CC2=C(C(N(C=C2C2=CC(N(C=C2C2=CC=CC=C2)C)=O)C)=O)N1